FC(C=1N=CC=2N(C1)C(=CN2)C2=NC=CC(=N2)N2C[C@H](CCC2)N)F (S)-1-(2-(6-(difluoromethyl)imidazo[1,2-a]pyrazin-3-yl)pyrimidin-4-yl)piperidin-3-amine